FC(CN1N=NC(=C1)[C@H](C=1C(=NC(=CC1)F)C)NC=1C=C2C(=C(C=NC2=C(C1)C#N)C#N)NCC(C)(C)C)(CC)F (S)-6-(((1-(2,2-difluorobutyl)-1H-1,2,3-triazol-4-yl)(6-fluoro-2-methylpyridin-3-yl)methyl)amino)-4-(neopentylamino)quinoline-3,8-dicarbonitrile